[Na+].COC1=C(C=CC(=C1)[N+](=O)[O-])N1[NH+](C=NN1C1=CC=C(C=C1)[N+](=O)[O-])C1=C(C=C(C=C1)S(=O)(=O)O)S(=O)(=O)O 2-(methoxy-4-nitrophenyl)-3-(4-nitrophenyl)(2,4-disulfophenyl)-2H-tetrazolium monosodium salt